N1(CCCCCC1)CCNC(=S)NC=1C=C2C(=CC(=NC2=CC1)N1CCN(CC1)CC1CCNCC1)C 1-(2-(azepan-1-yl)ethyl)-3-(4-methyl-2-(4-(piperidin-4-ylmethyl)piperazine-1-yl)quinolin-6-yl)thiourea